2-(3-{3-(1,3-dioxoisoindolin-2-yl)-4-[7-(hydroxymethyl)-7H-pyrrolo[2,3-d]pyrimidin-4-yl]-1H-pyrazol-1-yl}-1-(isopropylsulfonyl)azetidin-3-yl)acetonitrile O=C1N(C(C2=CC=CC=C12)=O)C1=NN(C=C1C=1C2=C(N=CN1)N(C=C2)CO)C2(CN(C2)S(=O)(=O)C(C)C)CC#N